7-(trifluoromethyl)-1H-benzo[d]Imidazole FC(C1=CC=CC2=C1NC=N2)(F)F